C(#N)N(CCC#N)CC1=CC(=C(C(=C1)F)N1CCN(CC1)C(=O)OCC1=CC=CC=C1)F benzyl 4-[4-[[cyano(2-cyanoethyl)amino]methyl]-2,6-difluoro-phenyl]piperazine-1-carboxylate